OC=1C=C2CC(C=NC2=CC1)=O 6-hydroxyquinolin-3(4H)-one